cinnolinyl-(Cinnoline) N1=NC(=CC2=CC=CC=C12)C=1N=NC2=CC=CC=C2C1